O=C1N(C(CC1)=O)OC(CCCCC(=O)NCCO[C@@H]1[C@@H](O)[C@@H](O)[C@H](O)[C@H](O1)CO)=O 6-[(2,5-dioxopyrrolidin-1-yl)oxy]-N-[2-(α-D-mannopyranosyloxy)ethyl]-6-oxohexanamide